1-(tert-butyl) 6,6-bis((3-(tert-butoxy)-3-oxopropoxy) methyl)-8-oxo-4,11,14-trioxa-7-azaheptadecanedioate C(C)(C)(C)OC(CCOCC(COCCC(=O)OC(C)(C)C)(NC(CCOCCOCCC(=O)[O-])=O)COCCC(OC(C)(C)C)=O)=O